8-(2-methylbenzoyl)aminoquinoline CC1=C(C(=O)NC=2C=CC=C3C=CC=NC23)C=CC=C1